ClC1=NN2C(C(=N1)N1CC3C(C1)CCC3)=NC=C2 2-chloro-4-{hexahydro-1H-cyclopenta[c]Pyrrol-2-yl}imidazo[2,1-f][1,2,4]Triazine